2-(hydroxymethyl)-5-((6-(4-(trifluoromethyl)phenyl)-1,2,4,4a,5,6-hexahydro-3H-pyrazino[1,2-a]quinoxalin-3-yl)methyl)phenol OCC1=C(C=C(C=C1)CN1CC2N(C3=CC=CC=C3N(C2)C2=CC=C(C=C2)C(F)(F)F)CC1)O